Magnesium Hypochlorite Cl[O-].[Mg+2].Cl[O-]